The molecule is a vitamin D supplement and has been isolated from alfalfa. It has a role as a nutraceutical, a bone density conservation agent, a rodenticide and a plant metabolite. It is a seco-ergostane, a hydroxy seco-steroid and a vitamin D. C[C@H](/C=C/[C@H](C)C(C)C)[C@H]1CC[C@@H]\\2[C@@]1(CCC/C2=C\\C=C/3\\C[C@H](CCC3=C)O)C